7-bromo-4,5-dichloro-quinazoline BrC1=CC(=C2C(=NC=NC2=C1)Cl)Cl